N1=NC(=CC2=C1C1=C(CCC2)C=CC=C1)N1N=C(N=C1N)NC=1C=NC(=CC1)C(=O)N1CCC(CC1)N1CCCCC1 1-(6,7-dihydro-5H-benzo[6,7]cyclohepta[1,2-c]pyridazin-3-yl)-N3-(6-((4-piperidin-1-ylpiperidin-1-yl)carbonyl)pyridin-3-yl)-1H-1,2,4-triazole-3,5-diamine